C(C)(C)(C)[Si](C)(C)OCCN1N=CC(=C1C)C1=C(C(=C(C=C1)B1OC(C(O1)(C)C)(C)C)F)F tert-butyl-[2-[4-[2,3-difluoro-4-(4,4,5,5-tetramethyl-1,3,2-dioxaborolan-2-yl)phenyl]-5-methyl-pyrazol-1-yl]ethoxy]-dimethyl-silane